1,1,1-trifluoropropan-2-yl cis-3-((cyclopropylsulfonyl)amino)-2-(((1-(pyrimidin-2-yl)piperidin-4-yl)oxy)methyl)piperidine-1-carboxylate C1(CC1)S(=O)(=O)N[C@@H]1[C@@H](N(CCC1)C(=O)OC(C(F)(F)F)C)COC1CCN(CC1)C1=NC=CC=N1